C(C)(C)OC1=NC=C(C=N1)B(O)O 2-ISOPROPOXYPYRIMIDIN-5-YLBORONIC ACID